C(C)OC(=O)C1CCC(CC1)(O)C1=NC(=CC(=C1)C)Br (1s,4s)-4-(6-bromo-4-methylpyridin-2-yl)-4-hydroxycyclohexanecarboxylic acid ethyl ester